N-[2,4-difluoro-5-[[5-(2,2,2-trifluoroethyl)pyridin-2-yl]carbamoyl]phenyl]-2-methyl-1,3-thiazole-5-carboxamide FC1=C(C=C(C(=C1)F)C(NC1=NC=C(C=C1)CC(F)(F)F)=O)NC(=O)C1=CN=C(S1)C